5-[(4-Nitrophenyl)amino]-2-(pyridin-2-yl)-4,5,6,7-tetrahydro-2H-indazol-3-ol [N+](=O)([O-])C1=CC=C(C=C1)NC1CC2=C(N(N=C2CC1)C1=NC=CC=C1)O